CN(S(=O)(=O)C1=CC=C(C=C1)S(=O)(=O)NC1=C(C=CC=C1)N1CCC(CC1)(C(=O)[O-])C)C 1-(2-((4-(N,N-dimethylsulfamoyl)phenyl)sulfonamido)phenyl)-4-methylpiperidine-4-carboxylate